3-methyl-cyclopentanone 3-methyl-glutarate CC(CC(=O)O)CC(=O)O.CC1CC(CC1)=O